N-(2,2-difluoroethyl)-4-[[3-(3-fluoro-4-methoxyphenyl)imidazo[1,2-a]pyrazin-8-yl]amino]-2-methyl-N-(2-piperazin-1-ylethyl)benzamide FC(CN(C(C1=C(C=C(C=C1)NC=1C=2N(C=CN1)C(=CN2)C2=CC(=C(C=C2)OC)F)C)=O)CCN2CCNCC2)F